Cl.Cl.FC1(CNCCC1C1=CC=C(NC2C(NC(CC2)=O)=O)C=C1)F 3-[4-[3,3-difluoro-4-piperidinyl]anilino]piperidine-2,6-dione dihydrochloride